CN1[Si](CC(C1)C)(C)C methyl-2,2,4-trimethyl-1-aza-2-silacyclopentane